N1(C=NC=C1)CC=1C=C(N)C=CC1 3-((1H-imidazol-1-yl)methyl)aniline